(4-cyano-2-methoxyphenyl)-3-ethoxy-1,6-dimethyl-4,7-dihydropyrazolo[3,4-b]pyridine-5-carbonitrile C(#N)C1=CC(=C(C=C1)C1C2=C(NC(=C1C#N)C)N(N=C2OCC)C)OC